(S)-N-(5-methyl-4-oxo-8-(pyridin-2-ylethynyl)-2,3,4,5-tetrahydrobenzo[b][1,4]oxazepin-3-yl)-4-phenoxypyridineamide CN1C2=C(OC[C@@H](C1=O)NC(=O)C1=NC=CC(=C1)OC1=CC=CC=C1)C=C(C=C2)C#CC2=NC=CC=C2